di-(2-hexoxyethyl)-glutarate C(CCCCC)OCCOC(CCCC(=O)OCCOCCCCCC)=O